CC1=C(CNC(OC(C)(C)C)=O)C=CC(=C1)C1=C(N=CS1)C tert-butyl (2-methyl-4-(4-methylthiazol-5-yl)benzyl)carbamate